mercaptotriethoxysilane S[Si](OCC)(OCC)OCC